trioctyl-(4-vinyl-benzyl)phosphonium tetrafluoroborate F[B-](F)(F)F.C(CCCCCCC)[P+](CC1=CC=C(C=C1)C=C)(CCCCCCCC)CCCCCCCC